[N+](=O)([O-])C1=CC=C(C=C1)CCN 2-(4-nitrophenyl)ethanamine